C(CCC\C=C/C\C=C/C\C=C/C\C=C/C\C=C/CC)S[C@H](C(=O)N1C(O[C@@H]([C@@H]1C)C1=CC=CC=C1)=O)CC (4S,5R)-3-((S)-2-((5Z,8Z,11Z,14Z,17Z)-eicosa-5,8,11,14,17-pentaenylthio)butanoyl)-4-methyl-5-phenylOxazolidin-2-one